(E)-1,2,3-Trifluoro-5-(2-nitrovinyl)benzene Ammonium acetate C(C)(=O)[O-].[NH4+].FC1=C(C(=CC(=C1)\C=C\[N+](=O)[O-])F)F